BrC=1SC(=C(N1)C)C(C)(C)C 2-bromo-5-tert-butyl-4-methyl-thiazole